5-tertiary butyl-styrene C(C)(C)(C)C=1C=CC=C(C=C)C1